FC1([C@@H](C1)C(=O)N1[C@H]2CN(C[C@@H]1CC2)C2=NC(=NC=C2)NC=2C=NN(C2)C[C@H](C)O)F ((S)-2,2-Difluorocyclopropyl)((1R,5S)-3-(2-((1-((S)-2-hydroxypropyl)-1H-pyrazol-4-yl)amino)pyrimidin-4-yl)-3,8-diazabicyclo[3.2.1]octan-8-yl)methanone